9-(4-methoxy-2,3,6-trimethyl-phenyl)-3,7-dimethyl-non-2,4,6,8-tetraenoic acid COC1=C(C(=C(C(=C1)C)C=CC(=CC=CC(=CC(=O)O)C)C)C)C